2-dioctylamino-4-ethyloxy-6-(3-triethoxysilylpropyl)amino-1,3,5-triazine C(CCCCCCC)N(C1=NC(=NC(=N1)OCC)NCCC[Si](OCC)(OCC)OCC)CCCCCCCC